OC1=CC(N(C2=CC(=CC=C12)OC)C)=O 4-hydroxy-7-methoxy-N-methylquinolin-2(1H)-one